(E)-7-(3-(3,4-dichlorobenzylidene)-2,5-dioxopyrrolidinyl)-N-hydroxyheptylamide ClC=1C=C(\C=C/2\C(N(C(C2)=O)C(CCCCCC[NH-])O)=O)C=CC1Cl